6-Methyl-2-(6-morpholin-4-yl-pyridin-3-yl)-N-[(3S)-2-oxo-5-phenyl-1,3-dihydro-1,4-benzodiazepin-3-yl]imidazo[1,2-b]pyridazine-3-carboxamide CC=1C=CC=2N(N1)C(=C(N2)C=2C=NC(=CC2)N2CCOCC2)C(=O)N[C@@H]2C(NC1=C(C(=N2)C2=CC=CC=C2)C=CC=C1)=O